tert-butyl 3-(4-(2-(2-((methylsulfonyl)oxy)ethoxy)ethoxy)pyridin-3-yl)azetidine-1-carboxylate CS(=O)(=O)OCCOCCOC1=C(C=NC=C1)C1CN(C1)C(=O)OC(C)(C)C